(5-(1-((tert-butoxycarbonyl)amino)-3-methoxy-3-oxopropyl)pyridin-3-yl)boronic acid C(C)(C)(C)OC(=O)NC(CC(=O)OC)C=1C=C(C=NC1)B(O)O